7-(5-chloropyrimidin-2-yl)-6-fluoro-3-(2-((1R,2S)-2-((6-oxo-5-(trifluoromethyl)-1,6-dihydropyridazin-4-yl)amino)cyclopentyl)ethyl)quinazolin-4(3H)-one ClC=1C=NC(=NC1)C1=C(C=C2C(N(C=NC2=C1)CC[C@@H]1[C@H](CCC1)NC=1C=NNC(C1C(F)(F)F)=O)=O)F